(R)-Ethyl 4-fluoro-1-(1-phenylethyl)-1H-imidazole-5-carboxylate FC=1N=CN(C1C(=O)OCC)[C@H](C)C1=CC=CC=C1